3-(benzoxazol-2-yl)-N-phenylaniline O1C(=NC2=C1C=CC=C2)C=2C=C(NC1=CC=CC=C1)C=CC2